C(=O)(OC(C)(C)C)C(C(=O)O)NC Boc-N-methylaminoacetic acid